ClC=1NC(C=2N=CN(C2N1)[C@H](C)C1=C(C=C(C=C1)Cl)Cl)C1CC1 2-Chloro-6-cyclopropyl-9-((R)-1-(2,4-dichlorophenyl)ethyl)-6,9-dihydro-1H-purine